N-[(3-Fluorophenyl)-methyl]-2-methoxy-4-methyl-6-[(3R)-3-methyl-morpholin-4-yl]-pyridine-3-carboxylic acid amide FC=1C=C(C=CC1)CNC(=O)C=1C(=NC(=CC1C)N1[C@@H](COCC1)C)OC